((2,6-diethyl-5-fluoro-3,4-dihydroquinolin-1(2H)-yl)sulfonyl)-2-((tetrahydro-2H-pyran-4-yl)methoxy)benzyl alcohol C(C)C1N(C2=CC=C(C(=C2CC1)F)CC)S(=O)(=O)C(C1=C(C=CC=C1)OCC1CCOCC1)O